2-((1r,2r,4s)-4-hydroxy-2,4-dimethylcyclohexyl)-N-(imidazo[1,2-b]pyridazin-3-yl)-6-methoxy-2H-indazole-5-carboxamide O[C@@]1(C[C@H]([C@@H](CC1)N1N=C2C=C(C(=CC2=C1)C(=O)NC1=CN=C2N1N=CC=C2)OC)C)C